C(CCC)[Sn](\C=C\OCC)(CCCC)CCCC tributyl-[(E)-2-ethoxyvinyl]stannane